(S)-3-((6'-chloro-5-(difluoromethoxy)-[2,3'-bipyridin]-4'-yl)amino)-2-fluoropropan-1-ol ClC1=CC(=C(C=N1)C1=NC=C(C=C1)OC(F)F)NC[C@@H](CO)F